C(C1=C(C(=C(C(=O)O)C(=C1C(C)(C)C)O)O)C(C)(C)C)C1=C(C(=C(C(=O)O)C(=C1C(C)(C)C)O)O)C(C)(C)C 4,4'-methylenebis(3,5-di-tert-butyl-2,6-dihydroxybenzoic acid)